3-fluoro-5-(4,4,5,5-tetramethyl-1,3,2-dioxaborolan-2-yl)phenol FC=1C=C(C=C(C1)B1OC(C(O1)(C)C)(C)C)O